[N+](=O)([O-])C=1C=CC2=C(C(=N[C@H](C=3N2C(=NN3)SCCCN(C)C)CCC(=O)OC)C3=C(C=CC=C3)F)C1 methyl (S)-3-(8-nitro-6-(2-fluorophenyl)-1-((3-(dimethylamino)propyl)thio)-4H-benzo[f][1,2,4]triazolo[4,3-a][1,4]diazepin-4-yl)propionate